4-((6-(2,2-difluoroethyl)-8-((1R,2R)-2-hydroxy-2-methylcyclopentyl)-7-oxo-7,8-dihydropyrido[2,3-d]pyrimidin-2-yl)amino)piperidine-1-sulfonamide FC(CC1=CC2=C(N=C(N=C2)NC2CCN(CC2)S(=O)(=O)N)N(C1=O)[C@H]1[C@](CCC1)(C)O)F